ClC1=CN=C(C=C1C(=O)NC1=CC(=CC(=C1)CC1CCOCC1)Cl)N1S(CCC1)(=O)=O 5-chloro-N-(3-chloro-5-((tetrahydro-2H-pyran-4-yl)methyl)phenyl)-2-(1,1-dioxidoisothiazolidin-2-yl)isonicotinamide